N-[1-(methylsulfonylmethyl)cyclopropyl]Benzenesulfonamide CS(=O)(=O)CC1(CC1)NS(=O)(=O)C1=CC=CC=C1